ClC=1C=C2C=C(NC2=CC1)C(=O)NC(C(=O)O)\C=C\C(C)(C)C (E)-2-(5-chloro-2-indolylcarbonylamino)-5,5-dimethyl-3-hexenoic acid